(2-((3R,4S)-4-hydroxy-3-((5-phenylpyridin-2-yl)methyl)chroman-7-yl)phenyl)((trifluoromethyl)sulfonyl)amide O[C@H]1[C@@H](COC2=CC(=CC=C12)C1=C(C=CC=C1)[N-]S(=O)(=O)C(F)(F)F)CC1=NC=C(C=C1)C1=CC=CC=C1